3,5,4'-trihydroxy-6,7,3'-trimethoxyflavone OC1=C(OC2=CC(=C(C(=C2C1=O)O)OC)OC)C1=CC(=C(C=C1)O)OC